benzyl-2-(3-((tert-butyldimethylsilyl)oxy)propyl)pyrimidine C(C1=CC=CC=C1)C1=NC(=NC=C1)CCCO[Si](C)(C)C(C)(C)C